Ethylphenyl(2,4,6-trimethyl-benzoyl)phosphinat C(C)OP(=O)(C(C1=C(C=C(C=C1C)C)C)=O)C1=CC=CC=C1